C(C1=CC=CC=C1)OC1=C2C(=NC=N1)N(N=C2)C=2C=C1C=NN(C1=CC2F)COCC[Si](C)(C)C 2-[[5-(4-benzyloxypyrazolo[3,4-d]pyrimidin-1-yl)-6-fluoro-indazol-1-yl]methoxy]ethyl-trimethyl-silane